3-fluoro-N-[4-fluoro-5-(2-morpholin-4-ylpyrimidin-5-yl)-2-[rac-(3R,5S)-3,4,5-trimethylpiperazin-1-yl]phenyl]-5-methoxybenzamide FC=1C=C(C(=O)NC2=C(C=C(C(=C2)C=2C=NC(=NC2)N2CCOCC2)F)N2C[C@H](N([C@H](C2)C)C)C)C=C(C1)OC |r|